[Ir+4].OCCCCCN1C(C=2C(C1=O)=CC=CC2)=O N-(5-hydroxypentyl)phthalimide Iridium (IV)